IC1=C(C=CC=C1)N1C=CC2=CC(=CC=C12)Br 1-(2-iodophenyl)-5-bromo-1H-indol